trans-N-methyl-N-[3-[(6-(2-ethyl-5-fluoro-4-hydroxyphenyl)imidazo[1,5-a]pyridin-8-yl)oxy]cyclobutyl]carbamic acid tert-butyl ester C(C)(C)(C)OC(N([C@@H]1C[C@H](C1)OC=1C=2N(C=C(C1)C1=C(C=C(C(=C1)F)O)CC)C=NC2)C)=O